C(#N)C1(CC1)C1=NC(=CC(=C1)C(=O)NC(C)C=1N(N=CN1)C1=NC=C(C=N1)OC(F)F)C(F)(F)F 2-(1-cyanocyclopropyl)-N-[1-[2-[5-(difluoromethoxy)pyrimidin-2-yl]-1,2,4-triazol-3-yl]ethyl]-6-(trifluoromethyl)pyridine-4-carboxamide